4-(2-methyl-3-oxo-3,4-dihydro-2H-benzo[b][1,4]thiazine-6-carboxamido)benzenesulfonic acid CC1C(NC2=C(S1)C=CC(=C2)C(=O)NC2=CC=C(C=C2)S(=O)(=O)O)=O